2-(((2-(4-acryloylpiperazin-1-yl)ethyl)amino)methylene)-5-(p-tolyl)cyclohexane-1,3-dione C(C=C)(=O)N1CCN(CC1)CCNC=C1C(CC(CC1=O)C1=CC=C(C=C1)C)=O